8'-methyl-2'-(pyridin-2-ylmethyl)-N-[(2S)-tetrahydrofuran-2-ylmethyl]-2',5'-dihydrospiro[cyclopropane-1,4'-furo[2,3-g]indazole]-7'-carboxamide CC1=C(OC=2CC3(C4=CN(N=C4C21)CC2=NC=CC=C2)CC3)C(=O)NC[C@H]3OCCC3